8-(5-(1-ethylcyclohexyloxycarbonyl)naphthyl)-tetracyclo[4.4.0.12,5.17,10]-3-dodecene C(C)C1(CCCCC1)OC(=O)C1=C2C=CC=C(C2=CC=C1)C1C2C3C4C=CC(C3C(C1)C2)C4